gamma-thio-valerolactone C1(CCC(C)O1)=S